C(=O)C1=CN=C(C(=N1)C(=O)OC)C Methyl 6-formyl-3-methylpyrazine-2-carboxylate